NC1=NC(=NC(=N1)NC1=CC(=CC=C1)Br)C(=O)N1CCN(CC1)C1=CC=CC=C1 (4-amino-6-((3-bromophenyl)amino)-1,3,5-triazin-2-yl)(4-phenylpiperazin-1-yl)methanone